(R)-3-Hydroxy-1-methyl-3-(3-(4,4,5,5-tetramethyl-1,3,2-dioxaborolan-2-yl)phenyl)pyrrolidin-2-one O[C@@]1(C(N(CC1)C)=O)C1=CC(=CC=C1)B1OC(C(O1)(C)C)(C)C